Cl.ClC1=C(C=CC(=C1)F)C(CNC(=O)N1CC2=CC=C(C=C2C1)F)N(C)C N-(2-(2-chloro-4-fluorophenyl)-2-(dimethylamino)ethyl)-5-fluoroisoindoline-2-carboxamide hydrochloride